O=C1NC(CCC1C1=CC=C(C=C1)N1C[C@@H](CC1)C=O)=O (3R)-1-(4-(2,6-dioxopiperidin-3-yl)phenyl)pyrrolidine-3-carbaldehyde